COC=1N=C2C(=C3C(=NC2=CC1OC)CCC3)N[C@H]3CN(CCCC3)C (3R)-N-[2,3-dimethoxy-6H,7H,8H-cyclopenta[b]1,5-naphthyridin-9-yl]-1-methylazepan-3-amine